FC1=CC=C2C=C(N=C(C2=C1)OC)C1CC(CO1)N1CCN(CC1)C=1C=CC(=NC1)C(=O)NC 5-(4-(5-(7-fluoro-1-methoxyisoquinolin-3-yl)tetrahydrofuran-3-yl)piperazin-1-yl)-N-methylpicolinamide